Cl.C1(CC1)CN1[C@H]2[C@@]3(CC[C@H]([C@H]4[C@@]3(C=3C(=C(C=CC3C2)O)O4)CC1)N(C(\C=C\C1=COC=C1)=O)C)O (2E)-N-[(5r,6r)-17-(cyclopropylmethyl)-4,5-epoxy-3,14-dihydroxymorphinan-6-yl]-3-(3-furyl)-N-methyl-acrylamide hydrochloride